ETHYL (E)-3-(3-(BENZYLTHIO)-6-((4-BROMO-5-FLUORO-2-METHOXYPHENYL)AMINO)-2-FLUOROPHENYL)ACRYLATE C(C1=CC=CC=C1)SC=1C(=C(C(=CC1)NC1=C(C=C(C(=C1)F)Br)OC)/C=C/C(=O)OCC)F